C(CCCCCC)C1OC2=CC(=CC=C2C(C1)NCC1=CC(=C(C=C1)Cl)Cl)OC heptyl-4-(3,4-dichlorobenzylamino)-7-methoxychroman